N1=CC(=CC=C1)C1(C(C(=CC(=C1)C)C)B(C1C(=CC(=CC1(C)C=1C=NC=CC1)C)C)C1C(=CC(=CC1(C)C=1C=NC=CC1)C)C)C tris[3-(3-pyridyl)-mesityl]borane